C(#N)C=1C=NN2C1C(=CC(=C2)C=2C=NN(C2)C)N2N=CC=C2 1-(3-cyano-6-(1-methyl-1H-pyrazol-4-yl)pyrazolo[1,5-a]pyridin-4-yl)-1H-pyrazol